ClC1=NC(=C(C(=N1)OC)C=O)OC 2-chloro-4,6-dimethoxypyrimidine-5-carbaldehyde